ClC=1C=NC=C(C1C(F)(F)F)OCCC 3-chloro-5-propoxy-4-(trifluoromethyl)pyridine